2-(5-{[3-(5-{[(1-{2-[methoxy(methyl)amino]acetyl}piperidin-4-yl)amino]methyl}-1-(2,2,2-trifluoroethyl)-1H-indol-2-yl)prop-2-yn-1-yl]amino}pyridin-2-yl)-2-methylpropanenitrile CON(CC(=O)N1CCC(CC1)NCC=1C=C2C=C(N(C2=CC1)CC(F)(F)F)C#CCNC=1C=CC(=NC1)C(C#N)(C)C)C